methyl 5-(5-{2-[1-(2-amino-6-bromo-5-fluoro-1,3-benzodiazol-1-yl)-3-azabicyclo[3.2.1]octan-3-yl] ethoxy}-1-methylpyrazol-4-yl)-1-methyl-6-oxopyridine-3-carboxylate NC1=NC2=C(N1C13CN(CC(CC1)C3)CCOC3=C(C=NN3C)C3=CC(=CN(C3=O)C)C(=O)OC)C=C(C(=C2)F)Br